ClC1=NC=C(C(=N1)NC1=CC(=CC=C1)S(=O)(=O)N1CCOCC1)C 2-chloro-5-methyl-N-(3-(morpholinosulfonyl)phenyl)pyrimidin-4-amine